(Z)-2-(4-(5-(4-ethylbenzylidene)-2,4-dioxothiazolidin-3-yl)butanamido)oxazole-4-carboxylic acid C(C)C1=CC=C(\C=C/2\C(N(C(S2)=O)CCCC(=O)NC=2OC=C(N2)C(=O)O)=O)C=C1